1-{1-[2-cyano-4-(trifluoromethyl)phenyl]-4-{2'-ethoxy-[2,3'-bipyridin]-5-yl}piperidin-4-yl}-3-[(3R)-1-methylpyrrolidin-3-yl]urea C(#N)C1=C(C=CC(=C1)C(F)(F)F)N1CCC(CC1)(C=1C=CC(=NC1)C=1C(=NC=CC1)OCC)NC(=O)N[C@H]1CN(CC1)C